(R)-4-(2-chlorophenyl)-1-(3-hydroxypyrrolidin-1-yl)-6-(trifluoromethyl)-3H-pyrido[1,2-c]pyrimidin-3-one ClC1=C(C=CC=C1)C1=C2N(C(=NC1=O)N1C[C@@H](CC1)O)C=CC(=C2)C(F)(F)F